[C@H](C)(CC)[C@@H]1N(CC2=C(NC1=O)C=CC=C2)C(=O)NC=2C(=NC=CC2)CO (S)-3-((S)-sec-butyl)-N-(2-(hydroxymethyl)pyridin-3-yl)-2-oxo-1,2,3,5-tetrahydro-4H-benzo[e][1,4]diazepine-4-carboxamide